FC(CN1CCC(CC1)C1=CC(=C(C=C1)CC(=O)O)F)F {4-[1-(2,2-difluoroethyl)piperidin-4-yl]-2-fluorophenyl}acetic acid